(1S,3aR,6aS)-N-((S)-1-cyano-2-((S)-2-oxopiperidin-3-yl)ethyl)-2-(O-(difluoromethyl)-N-(2,2,2-trifluoroacetyl)-L-seryl)octahydrocyclopenta[c]pyrrole-1-carboxamide C(#N)[C@H](C[C@H]1C(NCCC1)=O)NC(=O)[C@H]1N(C[C@H]2[C@@H]1CCC2)C([C@@H](NC(C(F)(F)F)=O)COC(F)F)=O